1-methyl-2-(trimethylsilyl)-1H-imidazole CN1C(=NC=C1)[Si](C)(C)C